CCCCCCCCCCCCCCCCCCCCCCCCCCCCCCCCCCCCCCC nonatriacontane